IC1=CC=C(C=C1C)C(F)(F)F 2-iodo-3-methyl-5-(trifluoromethyl)benzene